C(C1=CC=CC=C1)OC(=O)N1CCC(CC1)CN1C(=NC=2C1=C1C(=NC2)C=C(S1)Br)CCCC.[Br-].C[NH+](OCC)C dimethylethoxyammonium bromide Benzyl-4-((7-bromo-2-butyl-1H-imidazo[4,5-d]thieno[3,2-b]pyridin-1-yl)methyl)piperidine-1-carboxylate